methyl N-[5-({4-[(2S)-2-({2-ethyl-7-methylthieno[3,2-d]pyrimidin-4-yl}amino)propyl]piperazin-1-yl}sulfonyl)-4-methyl-1,3-thiazol-2-yl]carbamate C(C)C=1N=C(C2=C(N1)C(=CS2)C)N[C@H](CN2CCN(CC2)S(=O)(=O)C2=C(N=C(S2)NC(OC)=O)C)C